2,2-bis(4-chlorophenyl)propanoic acid ClC1=CC=C(C=C1)C(C(=O)O)(C)C1=CC=C(C=C1)Cl